C(C)OC(=O)C1C(C(NCC1)=O)=O piperidine-2,3-dione-4-carboxylic acid ethyl ester